C(C)(C)C(C(=O)N)CC 2-isopropylbutanamide